(3-chloro-4-fluorophenyl)-2-(methylsulfonyl)-6-(2,6-diazaspiro[3.3]heptan-2-yl)pyrimidin-4-amine ClC=1C=C(C=CC1F)C=1C(=NC(=NC1N1CC2(C1)CNC2)S(=O)(=O)C)N